benzotriazolyl-phosphorus N1N=NC2=C1C=CC=C2[P]